SC(CC(=O)O)CCC 3-mercaptocaproic acid